3-[4-(4-aminopiperidin-1-yl)-3-(3-fluoro-5-methylphenyl)quinolin-6-yl]-5-fluoro-N-(2-methoxyethyl)pyridin-2-amine NC1CCN(CC1)C1=C(C=NC2=CC=C(C=C12)C=1C(=NC=C(C1)F)NCCOC)C1=CC(=CC(=C1)C)F